2-ethoxyphenyl 2-methoxybenzoate COC1=C(C(=O)OC2=C(C=CC=C2)OCC)C=CC=C1